C(C(=C)C)(=O)OCCO Ethyleneglycol Methacrylate